5-chloro-1'-(2-{3-oxo-2-[(cis)-3-hydroxy-3-methylcyclobutyl]-7-(trifluoromethyl)-5-isoindolinyloxy}ethyl)spiro[indoline-3,4'-piperidin]-2-one ClC=1C=C2C(=CC1)NC(C21CCN(CC1)CCOC=1C=C2C(N(CC2=C(C1)C(F)(F)F)C1CC(C1)(C)O)=O)=O